6-(2,3-difluorophenyl)-1-[(5-fluoro-3-pyridinyl)methyl]-3-methyl-imidazo[4,5-b]pyridin-2-one FC1=C(C=CC=C1F)C=1C=C2C(=NC1)N(C(N2CC=2C=NC=C(C2)F)=O)C